dimethyl thioglycolate CCOC(=O)CSCC(=O)OCC